C1(NNC(C2=C1CSC2)=O)=O 2,3,5,7-tetrahydrothieno[3,4-d]pyridazine-1,4-dione